(1S,3S)-3-((2-methyl-6-(1-methyl-5-(((4-((1,1,1-trifluoropropan-2-yl)oxy)pyrimidin-2-yl)amino)methyl)-1H-1,2,3-triazol-4-yl)pyridin-3-yl)oxy)cyclohexane-1-carboxylic acid CC1=NC(=CC=C1O[C@@H]1C[C@H](CCC1)C(=O)O)C=1N=NN(C1CNC1=NC=CC(=N1)OC(C(F)(F)F)C)C